2-(4-(1-propenoyl-1,2,5,6-tetrahydropyridin-3-yl)-1H-pyrazol-1-yl)-N-(5-cyclopropyl-1H-pyrazol-3-yl)propionamide C(C=C)(=O)N1CC(=CCC1)C=1C=NN(C1)C(C(=O)NC1=NNC(=C1)C1CC1)C